C(\C=C\CCC)(=O)OCCC=CCC 3-Hexen-1-yl (E)-2-hexenoate